(2,6-dimethylphenoxy)propan-1-ol CC1=C(OC(CC)O)C(=CC=C1)C